C1OC2=C(C=CC=C2)O1 1,2-methylenedioxybenzene